methyl 2-((S)-1-(2-ethyl-6-(1-methyl-5-((2-oxo-5-propylpyridin-1(2H)-yl)methyl)-1H-1,2,3-triazol-4-yl)pyridin-3-yl)pyrrolidin-3-yl)butanoate C(C)C1=NC(=CC=C1N1C[C@@H](CC1)C(C(=O)OC)CC)C=1N=NN(C1CN1C(C=CC(=C1)CCC)=O)C